N1(CCC1)C(C(C(CC1CC1)NC(=O)[C@@H]1[C@H]2C([C@H]2CN1C([C@H](C(C)(C)C)NC(C(F)(F)F)=O)=O)(C)C)=O)=O (1R,2S,5S)-N-(4-(azetidin-1-yl)-1-cyclopropyl-3,4-dioxobutan-2-yl)-3-((S)-3,3-dimethyl-2-(2,2,2-trifluoroacetamido)butanoyl)-6,6-dimethyl-3-azabicyclo[3.1.0]hexane-2-carboxamide